1-(2-aminoethyl)-1H-indazole NCCN1N=CC2=CC=CC=C12